5-fluoro-2-((2-((4-methoxybenzyl)oxy)pyridin-3-yl)methyl)-6-(phenylthio)phthalazin-1(2H)-one FC1=C2C=NN(C(C2=CC=C1SC1=CC=CC=C1)=O)CC=1C(=NC=CC1)OCC1=CC=C(C=C1)OC